tert-butyl (3-((4-((4-(4-cyano-6-methylpyrimidin-2-yl)piperazin-1-yl)sulfonyl)phenyl)carbamoyl)benzyl)carbamate C(#N)C1=NC(=NC(=C1)C)N1CCN(CC1)S(=O)(=O)C1=CC=C(C=C1)NC(=O)C=1C=C(CNC(OC(C)(C)C)=O)C=CC1